N,N'-dimethylnaphthalenediamine CNC=1C(=CC=C2C=CC=CC12)NC